ClC1=CC=C2C(=N1)C(CN2C(=O)OC(C)(C)C)(C)C tert-butyl 5-chloro-3,3-dimethyl-2,3-dihydro-1H-pyrrolo[3,2-b]pyridine-1-carboxylate